C(C)(C)(C)N=CC=NC(C)(C)C N,N'-di-tert-butyl-1,4-diaza-butadiene